ClC=1C=C(NC2(CCC3(C(CC4=CC=CC=C34)CCCOC3=CC(=C(C(=C3)C)Cl)C)CC2)C(=O)O)C=CC1 (1r,4r)-4-(3-Chloroanilino)-2'-[3-(4-chloro-3,5-dimethylphenoxy)propyl]-2',3'-dihydrospiro[cyclohexane-1,1'-indene]-4-carboxylic acid